7-fluoro-9-methylpyrrolo[1,2-a]quinoxaline FC=1C=C2N=CC=3N(C2=C(C1)C)C=CC3